FC(OC1=CC(=C(C=N1)OCC(C#N)(C)C)C1=CC=2N(C=C1)N=C(C2)NC2=NC=1CNCCC1C=C2)F 3-[[6-(difluoromethoxy)-4-[2-(5,6,7,8-tetrahydro-1,7-naphthyridin-2-ylamino)pyrazolo[1,5-a]pyridin-5-yl]-3-pyridyl]oxy]-2,2-dimethyl-propanenitrile